1-(tert-butyl)-4-(3-chlorobenzoyl)-N-(4-(5-(N-methylmethylsulfonamido)-1,2,4-oxadiazol-3-yl)phenethyl)-1H-pyrazole-5-carboxamide C(C)(C)(C)N1N=CC(=C1C(=O)NCCC1=CC=C(C=C1)C1=NOC(=N1)N(S(=O)(=O)C)C)C(C1=CC(=CC=C1)Cl)=O